1,3-dichloro-5H,6H,7H-cyclopenta[c]pyridine ClC1=NC(=CC2=C1CCC2)Cl